3-[[4-hydroxy-1-[(3R,4R)-1-[4-methyl-2-(6-methyl-3-pyridyl)thiazole-5-carbonyl]-3-phenyl-piperidine-4-carbonyl]-4-piperidinyl]methyl]-5-methyl-7-phenyl-pyrrolo[3,2-d]pyrimidin-4-one OC1(CCN(CC1)C(=O)[C@H]1[C@@H](CN(CC1)C(=O)C1=C(N=C(S1)C=1C=NC(=CC1)C)C)C1=CC=CC=C1)CN1C=NC2=C(C1=O)N(C=C2C2=CC=CC=C2)C